N1N=NN=C1C1=CC=C(CN2C[C@@]3([C@@H](N[C@H]([C@@H]3C3=C(C=CC=C3)C)C(=O)NC3=C(C=C(C(=O)O)C=C3)OC)CC(C)(C)C)C3=CC(=CC=C23)Cl)C=C1 4-((2'S,3S,4'R,5'R)-1-(4-(1H-tetrazol-5-yl)benzyl)-5-chloro-4'-(2-methylphenyl)-2'-neopentyl-spiro[indoline-3,3'-pyrrolidine]-5'-carboxamido)-3-methoxybenzoic acid